Perhydro-N-propylcarbazol C(CC)N1C2CCCCC2C2CCCCC12